C(CCCCCCCCCCCCCCCCCCCCCCC)NC(N)=O 3-tetracosylurea